6-(3-(((1S,2S,3R,5R)-2-fluoro-1,5-dimethyl-9-azabicyclo[3.3.1]nonan-3-yl)(methyl)amino)-1,2,4-triazin-6-yl)isoquinolin-7-ol F[C@@H]1[C@@]2(CCC[C@](C[C@H]1N(C=1N=NC(=CN1)C=1C=C3C=CN=CC3=CC1O)C)(N2)C)C